N,N'-(Naphthalene-1,4-diyl)bis(7-chloro-2,3-dihydrobenzo[b][1,4]dioxine-6-sulfonamide) C1(=CC=C(C2=CC=CC=C12)NS(=O)(=O)C1=CC2=C(OCCO2)C=C1Cl)NS(=O)(=O)C1=CC2=C(OCCO2)C=C1Cl